C1(C=CC(=CC1)C(C)C)C 2,4-menthadiene